5-(2,4-difluorophenyl)-N2-(4-((4-methylpiperazin-1-yl)methyl)phenyl)-N4-(tetrahydro-2H-pyran-4-yl)-7H-pyrrolo[2,3-d]pyrimidine-2,4-diamine FC1=C(C=CC(=C1)F)C1=CNC=2N=C(N=C(C21)NC2CCOCC2)NC2=CC=C(C=C2)CN2CCN(CC2)C